6-bromo-3-ethyl-N-(3-fluoropyridin-4-yl)-3H-imidazo[4,5-c]pyridin-4-amine BrC1=CC2=C(C(=N1)NC1=C(C=NC=C1)F)N(C=N2)CC